Cl.CN1N=C(C2=CC=CC=C2C1=O)C=1C=C(C=CC1)S(=O)(=O)N (3-(3-methyl-4-oxo-3,4-dihydro-phthalazin-1-yl)phenyl)sulphonamide hydrochloride